3,7-Di(azetidin-1-yl)-5-(3-chloropropyl)-5-methyl-3'H,5H-spiro[dibenzo[b,e]siline-10,1'-isobenzofuran]-3'-one N1(CCC1)C=1C=CC2=C([Si](C3=C(C=CC(=C3)N3CCC3)C23OC(C2=CC=CC=C32)=O)(C)CCCCl)C1